(S)-tert-butyl (1-(3,5-difluorophenyl)-3-hydroxypropyl)(hydroxy)carbamate FC=1C=C(C=C(C1)F)[C@H](CCO)N(C(OC(C)(C)C)=O)O